N-ethyl-N'-(2-fluoro-5-methyl-4-(3-phenoxyoxetan-3-yl)phenyl)-N-methylformimidamide C(C)N(C=NC1=C(C=C(C(=C1)C)C1(COC1)OC1=CC=CC=C1)F)C